NCC1=CC(=C(C=C1)NC(=O)C1=CC2=C(OCCC3=C2SC=C3)C=C1C=1C(=NC(=CC1)C(NCCC)=O)C(=O)O)OCCC(C)C 3-(9-((4-(aminomethyl)-2-(isopentyloxy)phenyl)carbamoyl)-4,5-dihydrobenzo[b]thieno[2,3-d]oxepin-8-yl)-6-(propylcarbamoyl)picolinic acid